2-butyl-7-isopentyl-1-(4-methoxybenzyl)-1H-imidazo[4,5-d]pyridazin-4-amine C(CCC)C1=NC=2C(=C(N=NC2N)CCC(C)C)N1CC1=CC=C(C=C1)OC